3-({1-[4-(dimethylamino)-4-methylpent-2-ynoyl]azetidin-3-yl}oxy)propanoic acid CN(C(C#CC(=O)N1CC(C1)OCCC(=O)O)(C)C)C